2-(5-(7,8-dimethyl-[1,2,4]triazolo[1,5-a]pyridin-6-yl)-4-isopropyl-1H-pyrazol-3-yl)-5-(1-((tetrahydro-2H-pyran-4-yl)methyl)piperidin-4-yl)thiazole CC1=C(C=2N(C=C1C1=C(C(=NN1)C=1SC(=CN1)C1CCN(CC1)CC1CCOCC1)C(C)C)N=CN2)C